N-benzyl-2-fluoro-6-nitro-3-vinylaniline C(C1=CC=CC=C1)NC1=C(C(=CC=C1[N+](=O)[O-])C=C)F